(S)-4-((2-(2,2-Dichlorocyclopropyl)-1H-imidazol-4-yl)methyl)pyridine ClC1([C@@H](C1)C=1NC=C(N1)CC1=CC=NC=C1)Cl